1,1-dimethylbiguanide hydrochloride Cl.CN(C(=N)NC(=N)N)C